NC[C@H](NC(=O)OCC1=CC=CC=C1)C(=O)O 3-amino-N-Cbz-L-alanine